FC1=C2N=CC=NC2=CC=C1B(O)O (5-fluoroquinoxalin-6-yl)boronic acid